C(C)OC(C(=O)N(CC1=NC=CC=C1C)CC1=CC=C(C=C1)F)=O.C(#C)C=1SC=C(N1)C(=O)NCCC1=CC=C(C=C1)C1=CC(=CC=C1)C(NC)=O 2-ethynyl-N-(2-(3'-(methylcarbamoyl)-[1,1'-biphenyl]-4-yl)ethyl)thiazole-4-carboxamide ethyl-2-[(4-fluorophenyl)methyl-[(3-methyl-2-pyridyl)methyl]amino]-2-oxo-acetate